S1(=O)(=O)OCCCO1 TRIMETHYLENE SULFATE